6-chloro-1-[2-[(dimethylamino)methyl]-6-isopropyl-phenyl]-4-[(2S,5R)-2,5-dimethyl-4-prop-2-enoyl-piperazin-1-yl]-7-(2-fluorophenyl)pyrido[2,3-d]pyrimidin-2-one ClC1=CC2=C(N(C(N=C2N2[C@H](CN([C@@H](C2)C)C(C=C)=O)C)=O)C2=C(C=CC=C2C(C)C)CN(C)C)N=C1C1=C(C=CC=C1)F